COC(C(CC#N)C1=CC(=NC=C1)OC)=O.C(CCCCCCC\C=C/CCCCCCCC)(=O)OC(CC)([N+](C)(C)C)OC(CCCCCCC\C=C/CCCCCCCC)=O dioleoyloxy(trimethylammonio)propane methyl-3-cyano-2-(2-methoxypyridin-4-yl)propanoate